Cl.CC=1SC=CC1C(=O)NC1=C(C=C(C=C1)S(N[C@H](C)C1CCNCC1)(=O)=O)C (R)-2-methyl-N-(2-methyl-4-(N-(1-(piperidin-4-yl)ethyl)sulfamoyl)phenyl)thiophene-3-carboxamide hydrochloride